BrC1=CC=C(C=C1)C(\C=C\C1=CC=C(C=C1)CCCCCCCC)=O (E)-1-(4-bromophenyl)-3-(4-octylphenyl)prop-2-en-1-one